1-(2-((2-((3-chloro-2-fluorophenylmethyl)amino)-2-oxoethyl)(cyclopropyl)amino)-2-oxoethyl)-5-(3-cyclohexylureido)-1H-indazole-3-carboxamide ClC=1C(=C(C=CC1)CNC(CN(C(CN1N=C(C2=CC(=CC=C12)NC(=O)NC1CCCCC1)C(=O)N)=O)C1CC1)=O)F